C(O[C@@H](C)N1N=NN=C1COCC(C)=O)([O-])=O (S)-(1-(5-((2-oxopropoxy) methyl)-1H-tetrazol-1-yl) ethyl) carbonate